C(C)NC(=N)N[N+](=O)[O-] 1-ethyl-3-nitroguanidine